C(#N)C1=CC(=NN=N1)C#N dicyanotriazine